N-((3-(trifluoromethyl)pyridin-2-yl)methyl)-2-vinyloxazole-4-carboxamide FC(C=1C(=NC=CC1)CNC(=O)C=1N=C(OC1)C=C)(F)F